N=1C=CN2C1N=CC(=C2)C=2C(=NC(=CN2)CCCOC)N2CCC(CC2)C(=O)O 1-(3-(imidazo[1,2-a]pyrimidin-6-yl)-6-(3-methoxypropyl)pyrazin-2-yl)piperidine-4-carboxylic acid